BrC=1C=COC1 4-BROMoFURAN